2-dodecen-1-yl-succinic anhydride CCCCCCCCC/C=C/CC1CC(=O)OC1=O